(2R,4R)-2-(4-boronobutyl)-4-((S)-pyrrolidine-2-carboxamido)pyrrolidine-2-carboxylic acid B(O)(O)CCCC[C@]1(NC[C@@H](C1)NC(=O)[C@H]1NCCC1)C(=O)O